1-(4-(3-(4-hydroxyphenyl)-1H-pyrazolo[3,4-b]pyridin-5-yl)phenyl)urea OC1=CC=C(C=C1)C1=NNC2=NC=C(C=C21)C2=CC=C(C=C2)NC(=O)N